C1(CC1)C1=NNC(=N1)C1CC2(CN(C2)C(=O)N2CC(C2)C23CC(C2)(C3)S(=O)(=O)C3=CC=C(C=C3)C(F)(F)F)C1 [6-(3-cyclopropyl-1H-1,2,4-triazol-5-yl)-2-azaspiro[3.3]heptan-2-yl]-[3-[3-[4-(trifluoromethyl)phenyl]sulfonyl-1-bicyclo[1.1.1]pentanyl]azetidin-1-yl]methanone